FC1=C(C(=CC2=C1N(N=N2)C)OC2=C(C=C(C=C2)NC=2C1=C(N=CN2)C=NC(=N1)S(=O)C)C)C N-(4-((7-fluoro-1,6-dimethyl-1H-benzo[d][1,2,3]triazol-5-yl)oxy)-3-methylphenyl)-6-(methylsulfinyl)pyrimido[5,4-d]pyrimidin-4-amine